[2H]C1=C(C(=C2C(=C1[2H])C(=C(C(=N2)C(=O)O)[2H])O)[2H])[2H] kynurenic acid-d5